C=1N=CN2C1C=CC(=C2)C#CC2=C(C=CC=1C(=NOC12)NC1=CC(=CC=C1)C(F)(F)F)C 7-(imidazo[1,5-a]pyridin-6-ylethynyl)-6-methyl-N-(3-(trifluoromethyl)phenyl)benzo[d]isoxazol-3-amine